4-bromo-3-(2,5-difluorophenyl)-1-(tetrahydro-2H-pyran-2-yl)-1H-pyrazole BrC=1C(=NN(C1)C1OCCCC1)C1=C(C=CC(=C1)F)F